6-methoxy-2-(2-methyloxazol-5-yl)-N-(piperazin-1-ylmethyl)-7-(3-(pyrrolidin-1-yl)propoxy)quinazolin-4-amine COC=1C=C2C(=NC(=NC2=CC1OCCCN1CCCC1)C1=CN=C(O1)C)NCN1CCNCC1